(S)-ethyl 3-(5-bromo-3-((2-(2-ethoxy-2-oxoethyl)-3-methylphenoxy)methyl)-1H-indazol-1-yl)pyrrolidine-1-carboxylate BrC=1C=C2C(=NN(C2=CC1)[C@@H]1CN(CC1)C(=O)OCC)COC1=C(C(=CC=C1)C)CC(=O)OCC